1-dodecenyl-Di(hydroxyethyl)methylammonium chloride [Cl-].C(=CCCCCCCCCCC)C[NH+](CCO)CCO